N-Methyl-2-pyridylethylamine CNCCC1=NC=CC=C1